CC(=O)N[C@@H]1[C@H]([C@@H]([C@H](O[C@H]1O[C@H](COP(=O)(O)O)[C@H]([C@H](CO)O)O)CO)O)O The molecule is a disaccharide phosphate consisting of 2-O-(N-acetyl-beta-D-glucosaminyl)ribitol phosphorylated at O-1 of the ribitol residue; a ligand epitope of Staphylococcus aureus. It has a role as an epitope. It derives from a 4-O-(2-acetamido-2-deoxy-beta-D-glucopyranosyl)-D-ribitol.